butyl (4-((3-fluoroazetidin-1-yl)methyl)-1,2,5-oxadiazole-3-carbonyl)(phenyl)carbamate FC1CN(C1)CC=1C(=NON1)C(=O)N(C(OCCCC)=O)C1=CC=CC=C1